1,8-diazabicyclo(5.4.0)-7-undecenium ((2S,6R)-6-(5-methyl-2,4-dioxo-3,4-dihydropyrimidin-1(2H)-yl)-4-tritylmorpholin-2-yl)methylphosphonate CC=1C(NC(N(C1)[C@@H]1O[C@@H](CN(C1)C(C1=CC=CC=C1)(C1=CC=CC=C1)C1=CC=CC=C1)CP([O-])([O-])=O)=O)=O.[NH+]12CCCCCC2=NCCC1.[NH+]12CCCCCC2=NCCC1